O=C1N(C(C2=CC=CC=C12)=O)CC#CC1=C(C(=O)OC)C=CC(=C1)NC1CCNCC1 methyl 2-(3-(1,3-dioxoisoindolin-2-yl)prop-1-yn-1-yl)-4-(piperidin-4-ylamino)benzoate